1-(2-fluoro-4-methoxyphenyl)-2-methoxy-2-methylpropan-1-one FC1=C(C=CC(=C1)OC)C(C(C)(C)OC)=O